nitrogen dimethyl-p-toluidine CN(C1=CC=C(C=C1)C)C.[N]